BrC=1C=C(C=CC1O)/C=C/C(=O)C1=CC=C(C=C1)OCCOC (E)-3-(3-Bromo-4-hydroxyphenyl)-1-[4-(2-methoxyethoxy)phenyl]prop-2-en-1-one